tert-butyl (2S)-4-[7-chloro-8-fluoro-2-[[(2S,4R)-4-methoxy-1-methyl-pyrrolidin-2-yl]methoxy]pyrido[4,3-d]pyrimidin-4-yl]-2-(cyanomethyl)piperazine-1-carboxylate ClC1=C(C=2N=C(N=C(C2C=N1)N1C[C@@H](N(CC1)C(=O)OC(C)(C)C)CC#N)OC[C@H]1N(C[C@@H](C1)OC)C)F